Dimethyl-pentamethylcyclopentadienyl-(1-n-octyl-6,6-dimethyl-1,5,6,7-tetrahydro-s-indacenyl)hafnium C[Hf](C1(C=CC2=CC=3CC(CC3C=C12)(C)C)CCCCCCCC)(C1(C(=C(C(=C1C)C)C)C)C)C